(3aR,5s,6aS)-N-(6-(cyclohexylsulfonyl)pyridazin-3-yl)-2-(3,3-dimethylbutyl)octahydrocyclopenta[c]pyrrol-5-amine C1(CCCCC1)S(=O)(=O)C1=CC=C(N=N1)NC1C[C@@H]2[C@@H](CN(C2)CCC(C)(C)C)C1